7-oxabicyclo[2.2.1]Heptane-2-hexanoic acid C12C(CC(CC1)O2)CCCCCC(=O)O